[Si](C)(C)(C(C)(C)C)OC=1C=C2C=NNC2=CC1F 5-((tert-Butyldimethylsilyl)oxy)-6-fluoro-1H-indazole